C(=O)OC\C=C\CCC trans-2-Hexenyl formate